4-(2-(4-fluoro-2,6-dimethylphenoxy)-5-(2-hydroxypropan-2-yl)phenyl)-2-methyl-1-oxo-1,2-dihydropyrrolo[1,2-a]pyrazine-7-carboxylic acid ethyl ester C(C)OC(=O)C=1C=C2N(C(=CN(C2=O)C)C2=C(C=CC(=C2)C(C)(C)O)OC2=C(C=C(C=C2C)F)C)C1